COC1=C2C(CC(OC2=CC(=C1)OC)(C1=CC=CC=C1)C1=CC(=CC=C1)C(F)(F)F)=O 5,7-dimethoxy-2-(m-trifluoromethylphenyl)-flavanone